(3S)-3-(1-hydroxyethyl)piperazine-1-carboxylic acid tert-butyl ester C(C)(C)(C)OC(=O)N1C[C@H](NCC1)C(C)O